NC=1C=C(C=CC1C)NC(OC(C)(C)C)=O tert-butyl N-(3-amino-4-methyl-phenyl)carbamate